(phenoxymethyl)furan-2-carbaldehyde O(C1=CC=CC=C1)CC1=C(OC=C1)C=O